N(=[N+]=[N-])CC1=CC=C(N(C1=O)C)C(=O)OC Methyl 5-(azidomethyl)-1-methyl-6-oxo-1,6-dihydropyridine-2-carboxylate